CN(CCCC(CCN(C)C)N)C 1-(3-(dimethylamino)propyl)-N3,N3-dimethylpropane-1,3-diamine